(R)-3-(3,3-difluorobutyl)-7-(difluoromethyl)-5-(4-fluorophenyl)-8-hydroxy-2-methyl-2,3,4,5-tetrahydrobenzo[f][1,2,5]thiadiazepine 1,1-dioxide FC(CC[C@H]1N(S(C2=C(N(C1)C1=CC=C(C=C1)F)C=C(C(=C2)O)C(F)F)(=O)=O)C)(C)F